C(C1=CC=CC=C1)OC(=O)N1C(CCC1)(C(=O)O)C 1-((benzyloxy)carbonyl)-2-methylpyrrolidine-2-carboxylic acid